rel-N-[(6S,7R)-2-ethyl-7-({[1-(5-fluoropyrimidin-2-yl)piperidin-4-yl]oxy}methyl)-4,5,6,7-tetrahydropyrazolo[1,5-a]pyridin-6-yl]methanesulfonamide C(C)C1=NN2C(CC[C@@H]([C@@H]2COC2CCN(CC2)C2=NC=C(C=N2)F)NS(=O)(=O)C)=C1 |o1:8,9|